4-(2-(4-(9-benzyl-6-(1-methylcyclopropoxy)-9H-purin-8-yl)-3-chlorophenoxy)ethyl)piperazin-2-one C(C1=CC=CC=C1)N1C2=NC=NC(=C2N=C1C1=C(C=C(OCCN2CC(NCC2)=O)C=C1)Cl)OC1(CC1)C